CN(C(=O)[C@H]1N(CCC1)C(=O)OC(C)(C)C)C=1SC=C(N1)C1=CC(=CC=C1)NS(=O)(=O)C tert-butyl (S)-2-(methyl(4-(3-(methylsulfonamido) phenyl)thiazol-2-yl)carbamoyl)pyrrolidine-1-carboxylate